NC1=C(C(=O)NC2C(CC2)C2=C(C=CC=C2)C(F)(F)F)C(=CC=C1C)Br 2-amino-6-bromo-3-methyl-N-(2-(2-(trifluoromethyl)phenyl)cyclobutyl)benzamide